1-[2-bromo-6-chloro-4-(trifluoromethyl)phenyl]ethanol BrC1=C(C(=CC(=C1)C(F)(F)F)Cl)C(C)O